5-(3-Cyanophenyl)-N-(3-(3,3-difluoro-2-methylallyl)-1,2,4-thiadiazol-5-yl)furan-3-carboxamide C(#N)C=1C=C(C=CC1)C1=CC(=CO1)C(=O)NC1=NC(=NS1)CC(=C(F)F)C